BrC=1C(=C(C=CC1)C1=CC(=C(C(=C1)OC)CNC1CCC(CC1)C(=O)OC)F)Cl Methyl (1r,4r)-4-(((3'-bromo-2'-chloro-3-fluoro-5-methoxy-[1,1'-biphenyl]-4-yl)methyl)amino)cyclohexane-1-carboxylate